C(=O)O.OC1C(OCC(C1O)O)C(=O)O 3,4,5-trihydroxytetrahydro-2H-Pyran-2-carboxylic acid formate